(E)-3-(4-methylphenyl)prop-2-en-1-ol CC1=CC=C(C=C1)/C=C/CO